5-(2-acetamidoimidazo[1,2-b]pyridazin-6-yl)-2-(methoxy-d3)-6-methyl-N-(1-(2-(trifluoromethoxy)phenyl)ethyl)nicotinamide Ethyl-4-iodo-1H-pyrazole-3-carboxylate C(C)OC(=O)C1=NNC=C1I.C(C)(=O)NC=1N=C2N(N=C(C=C2)C=2C(=NC(=C(C(=O)NC(C)C3=C(C=CC=C3)OC(F)(F)F)C2)OC([2H])([2H])[2H])C)C1